C(C1=CC=CC=C1)OC1=CC=C(C=C1)C[C@@H]([C@@H](CNCC(CC)CC)O)NC(OC(C)(C)C)=O tert-butyl ((2S,3R)-1-(4-(benzyloxy)phenyl)-4-((2-ethylbutyl)amino)-3-hydroxybutan-2-yl)carbamate